4-[2-(5-chloro-3-pyridinyl)ethynyl]-5-methyl-1-(6-methyl-3-pyridinyl)imidazole-2-carboxamide ClC=1C=C(C=NC1)C#CC=1N=C(N(C1C)C=1C=NC(=CC1)C)C(=O)N